(4-(1-chloroethyl)phenyl)methanol ClC(C)C1=CC=C(C=C1)CO